FC=1C=C2NC(C=3N(C2=CC1)N=CC3)=O 7-fluoro-4H,5H-pyrazolo[1,5-a]quinoxalin-4-one